(S)-N-(1-((4-(1,4-dimethyl-6-oxo-1,6-dihydropyridin-3-yl)-3-fluorophenyl)amino)-1-oxo-3,3-diphenylpropan-2-yl)-1-methyl-1H-pyrazole-5-carboxamide CN1C=C(C(=CC1=O)C)C1=C(C=C(C=C1)NC([C@H](C(C1=CC=CC=C1)C1=CC=CC=C1)NC(=O)C1=CC=NN1C)=O)F